(S)-N-(2-Chloro-6-fluorophenyl)-4-(1-cyclopropyl-5-(hydroxymethyl)-1H-pyrazol-3-yl)-5-fluoro-2-((1,1,1-trifluoropropan-2-yl)oxy)benzamide ClC1=C(C(=CC=C1)F)NC(C1=C(C=C(C(=C1)F)C1=NN(C(=C1)CO)C1CC1)O[C@H](C(F)(F)F)C)=O